C(#N)C=1C(=C(C=C(C1)C(OC)OC)C1=C(C(=CC=C1)CNC(OC(C)(C)C)=O)F)F tert-butyl ((3'-cyano-5'-(dimethoxymethyl)-2,2'-difluoro-[1,1'-biphenyl]-3-yl)methyl)carbamate